methyl (3R)-3-aminobutanoate Hydrochloride Salt Cl.N[C@@H](CC(=O)OC)C